C(C)(C)C(C(=O)OC(C)C)CCCCCCCCCCCC isopropyl (isopropyl myristate)